C(CCCCC)C(CC(=O)OCCCCCCN(CCNCCO)CCO)CCCCCC 6-((2-hydroxyethyl)(2-((2-hydroxyethyl)amino)ethyl)amino)hexyl 3-hexylnonanoate